N=1C=C(N2N=CC=CC21)C#CC=2C(=C(C(=O)OC)C=CC2)C methyl 3-(imidazo[1,2-b]pyridazin-3-ylethynyl)-2-methylbenzoate